3,4-ethylenedioxythiophenesulfonate C1OC2=C(SC=C2OC1)S(=O)(=O)[O-]